1-(3-aminopropyl)-4-[4-(methoxy)phenylthiomethyl]-1H-1,2,3-triazole NCCCN1N=NC(=C1)CSC1=CC=C(C=C1)OC